BrC1=C(C(=C2C(=NC(=NC2=C1F)SC)N(CC(CO[Si](C1=CC=CC=C1)(C1=CC=CC=C1)C(C)(C)C)O)C1COCC1)F)Cl 1-{[7-bromo-6-chloro-5,8-difluoro-2-(methylsulfanyl)quinazolin-4-yl](oxolan-3-yl)amino}-3-[(tert-butyldiphenylsilyl)oxy]propan-2-ol